NC(C)C1=NN=C(S1)N 5-(1-aminoethyl)-1,3,4-thiadiazol-2-amine